tert-butyl (2S,3aS,6aS)-2-(((S)-1-cyano-2-(4'-cyano-[1,1'-biphenyl]-4-yl)ethyl)carbamoyl)hexahydrocyclopenta[b]pyrrole-1(2H)-carboxylate C(#N)[C@H](CC1=CC=C(C=C1)C1=CC=C(C=C1)C#N)NC(=O)[C@@H]1C[C@H]2[C@@H](N1C(=O)OC(C)(C)C)CCC2